2H-1,3-dithiole S1CSC=C1